4-PHENYL-PIPERIDINO-ISOCYANO-ACETAMIDE C1(=CC=CC=C1)C1CCN(CC1)C(C(=O)N)[N+]#[C-]